methyl 4-(4-bromo-6-fluoro-1H-indole-5-carbonyl)pyridine-2-carbimidothioate BrC1=C2C=CNC2=CC(=C1C(=O)C1=CC(=NC=C1)C(=N)SC)F